hydroxy-2-(trifluoromethoxy)aminobenzyl chloride OC(C1=C(C=CC=C1)NOC(F)(F)F)Cl